C(C)(C)(C)OC(=O)N(C(=N)N)CC1=CC(=CC=C1)[123I] N-tert-butoxycarbonyl-3-[123I]iodobenzylguanidine